COC(C(=C)OC)=O 2-methoxypropan-2-enoic acid methyl ester